4-(2-methoxypyrimidin-5-yl)cyclohexane-1-carboxylic acid ethyl ester C(C)OC(=O)C1CCC(CC1)C=1C=NC(=NC1)OC